1,3-diphenyl-4-thienyl-5-pyrazolone C1(=CC=CC=C1)N1N=C(C(C1=O)C=1SC=CC1)C1=CC=CC=C1